C(CCC)OC(=O)C1=C(CCCC1)C(=O)OCCCC.ClC1=C(C=C(OCC(=O)NC23CC(C2)(C3)C=3OC(=NN3)C(C(F)F)(C)C)C=C1)F 2-(4-chloro-3-fluoro-phenoxy)-N-[3-[5-(2,2-difluoro-1,1-dimethyl-ethyl)-1,3,4-oxadiazol-2-yl]-1-bicyclo[1.1.1]pentanyl]acetamide di-n-butyl-cyclohexene-1,2-dicarboxylate